FC(C1=C(C=CC=C1)C(C=C)=O)(F)F (2-(trifluoromethyl)phenyl)-2-propen-1-one